5-(tert-butyl)-N-(3-chlorophenyl)-[1,1'-biphenyl]-2-amine C(C)(C)(C)C1=CC=C(C(=C1)C1=CC=CC=C1)NC1=CC(=CC=C1)Cl